BrC=1C=C(C=CC1)NC(=O)C1=CNC2=CC(=CC=C12)F N-(3-bromophenyl)-6-fluoro-1H-indole-3-carboxamide